3-amino-3-methylbutan-1-yne NC(C#C)(C)C